methyl 5,5-dimethylhexanoate CC(CCCC(=O)OC)(C)C